dimethyldodecyl(2-acrylamidoethyl)ammonium bromide [Br-].C[N+](CCNC(C=C)=O)(CCCCCCCCCCCC)C